1-benzothiopyran-4-one S1C=CC(C2=C1C=CC=C2)=O